ethyl 2-[[5,7-bis(trifluoromethyl)-1,2-benzoxazol-3-yl]amino]acetate FC(C=1C=C(C2=C(C(=NO2)NCC(=O)OCC)C1)C(F)(F)F)(F)F